C12C(CC(C=C1)C2)C(CCC)CC 4-(bicyclo[2.2.1]hept-5-ene-2-yl)hexane